COC1=CC=CC(=C1C1=C(C=CC=C1OC)P(C1=CC(=C(C(=C1)F)F)F)C1=CC(=C(C(=C1)F)F)F)P(C1=CC(=C(C(=C1)F)F)F)C1=CC(=C(C(=C1)F)F)F (6,6'-dimethoxybiphenyl-2,2'-diyl)bis[bis(3,4,5-trifluorophenyl)phosphine]